N1(C=NC=C1)CC1=CC=C(C=C1)[C@H]1[C@@H](C1)C(=O)O (1R,2R)-2-(4-((1H-imidazol-1-yl)methyl)phenyl)cyclopropane-1-carboxylic acid